COC1=C(C(=CC=C1)OC)C1=CNC2=NC(=CC=C21)NC(=O)NCC2CN(C2)C 1-(3-(2,6-dimethoxyphenyl)-1H-pyrrolo[2,3-b]pyridin-6-yl)-3-((1-methylazetidin-3-yl)methyl)urea